(4-(5-bromopyridin-3-yl)phenyl)carbamic acid tert-butyl ester C(C)(C)(C)OC(NC1=CC=C(C=C1)C=1C=NC=C(C1)Br)=O